2-((9H-purin-6-ylamino)methyl)-3-phenyl-4H-chromen-4-one N1=CN=C2NC=NC2=C1NCC=1OC2=CC=CC=C2C(C1C1=CC=CC=C1)=O